NC1=CC(=CC2=C1NC(CNC2=O)C2=CC=C(C=C2)F)F 9-amino-7-fluoro-2-(4-fluorophenyl)-1,2,3,4-tetrahydro-5H-benzo[e][1,4]diazepin-5-one